N1[C@@H]([C@H](NCC1)C(=O)OC)C(=O)OC dimethyl (2s,3s)-piperazine-2,3-dicarboxylate